methyl (1R)-2-{5-methoxy-1-methyl-6-oxo-4-[(2-oxocyclopentyl) carbamoyl] pyrimidin-2-yl}-1-phenyl-3,4-dihydro-1H-isoquinoline-7-carboxylate COC1=C(N=C(N(C1=O)C)N1[C@@H](C2=CC(=CC=C2CC1)C(=O)OC)C1=CC=CC=C1)C(NC1C(CCC1)=O)=O